1-[4-hydroxy-6-(1-methyl-1H-pyrazol-4-yl)-3,4-dihydro-2H-quinolin-1-yl]-isoquinoline-3-carboxylic acid OC1CCN(C2=CC=C(C=C12)C=1C=NN(C1)C)C1=NC(=CC2=CC=CC=C12)C(=O)O